8-Chloro-7-((2-methyl-1H-benzo[d]imidazol-6-yl)oxy)-2-(1-(1-methylpiperidin-4-yl)-1H-pyrazol-4-yl)quinoxaline ClC=1C(=CC=C2N=CC(=NC12)C=1C=NN(C1)C1CCN(CC1)C)OC=1C=CC2=C(NC(=N2)C)C1